C(C=C)NC1=NC(NC=C1)=O N4-Allyl-cytosine